IC1=CC=C(C=C1)C(=O)N1CC2(C1)CC(C2)N(C=2C1=C(N=CN2)NC=C1)C (4-iodophenyl)(6-(methyl(7H-pyrrolo[2,3-d]pyrimidin-4-yl)amino)-2-azaspiro[3.3]heptan-2-yl)methanone